FC1=CC=C(C=C1)C1=NC=2C(=NC(=CC2)CO)N1 2-(4-Fluorophenyl)-5-(hydroxymethyl)-3H-imidazo[4,5-b]pyridin